BrC1=CC(=C(OC=2C=CC(=C(C(=O)NC34CC5(CC(CC(C3)(C5)F)(C4)F)F)C2)OC)C(=C1)Cl)Cl 5-(4-bromo-2,6-dichloro-phenoxy)-2-methoxy-N-(3,5,7-trifluoro-1-adamantyl)benzamide